OC1=C(C=C(C=C1)N=NC=1C=CC=C2C=C(C=C(C12)S(=O)(=O)O)S(=O)(=O)O)C 8-((4-HYDROXY-3-METHYLPHENYL)DIAZENYL)NAPHTHALENE-1,3-DISULFONIC ACID